(1CR)-glucose O=C[C@H](O)[C@@H](O)[C@H](O)[C@H](O)CO